ClC=1C=C(C=C(C1)C(F)(F)F)[C@@H]1N(C[C@H](CC1)C)C(C(=O)NC=1C=C(C=NC1)C(=O)N)=O |r| Racemic-5-[[2-[(2R,5S)-2-[3-chloro-5-(trifluoromethyl)phenyl]-5-methyl-1-piperidyl]-2-oxo-acetyl]amino]pyridine-3-carboxamide